FC=1C=C(C=CC1)C=C(C(=O)N)C 3-fluorophenyl-methacrylamide